((1R,4R,7R)-7-amino-2-azabicyclo[2.2.1]heptan-2-yl)(2-(1-(cyclopropylmethyl)-6,7,8,9-tetrahydro-1H-pyrrolo[2,3-f]quinolin-2-yl)-7-fluoro-1-methyl-1H-benzo[d]imidazol-5-yl)methanone N[C@H]1[C@@H]2N(C[C@H]1CC2)C(=O)C2=CC1=C(N(C(=N1)C1=CC=3C(=C4CCCNC4=CC3)N1CC1CC1)C)C(=C2)F